N=1C=CN2C1C=CC(=C2)C=2C=CN1N=C(N=CC12)N[C@@H]1CC[C@@H](CC1)N1CCN(CC1)C 5-(imidazo[1,2-a]pyridin-6-yl)-N-(cis-4-(4-methylpiperazin-1-yl)cyclohexyl)pyrrolo[2,1-f][1,2,4]triazin-2-amine